tert-butyl (3-(3-(6-((3S,5R)-3,5-dimethylpiperazin-1-yl)-1H-benzo[d]imidazol-2-yl)-1H-indazole-5-carboxamido)propyl)carbamate C[C@H]1CN(C[C@H](N1)C)C=1C=CC2=C(NC(=N2)C2=NNC3=CC=C(C=C23)C(=O)NCCCNC(OC(C)(C)C)=O)C1